((R)-1-((((2S,3S,4R,5R)-5-(6-chloro-4-(cyclopentylamino)-1H-pyrazolo[3,4-d]pyrimidin-1-yl)-3,4-dihydroxytetrahydrofuran-2-yl)methyl)sulfonyl)ethyl)phosphonic acid ClC1=NC(=C2C(=N1)N(N=C2)[C@H]2[C@@H]([C@@H]([C@H](O2)CS(=O)(=O)[C@H](C)P(O)(O)=O)O)O)NC2CCCC2